2-(4-(tert-butyl)cyclohexyl)-N-((2-(2,6-dioxopiperidin-3-yl)-1-oxoisoindolin-4-yl)-methyl)-2-oxoacetamide C(C)(C)(C)C1CCC(CC1)C(C(=O)NCC1=C2CN(C(C2=CC=C1)=O)C1C(NC(CC1)=O)=O)=O